methyl 3-(4-fluorophenyl)4,5-dihydro-1H-benzo[g]indole-2-carboxylate FC1=CC=C(C=C1)C1=C(NC=2C3=C(CCC12)C=CC=C3)C(=O)OC